(1-tert-butoxyvinyloxy)tert-butyldimethylsilane C(C)(C)(C)OC(=C)O[Si](C)(C)C(C)(C)C